2-(2,6-dioxo-3-piperidyl)-1,3-dioxo-isoindoline-5-sulfonyl chloride O=C1NC(CCC1N1C(C2=CC=C(C=C2C1=O)S(=O)(=O)Cl)=O)=O